N(=C=O)C(C)(C)C1=CC=C(C=C1)C(=C)C 1-(1-isocyanato-1-methylethyl)-4-(1-methylethenyl)benzene